N[C@@H]1[C@@H](OCC12CCN(CC2)C=2N=CC(=NC2)SC=2C(=C1C(N(C=NC1=CC2)CCOC(F)(F)F)=O)Cl)C 6-((5-((3S,4S)-4-amino-3-methyl-2-oxa-8-azaspiro[4.5]decan-8-yl)pyrazin-2-yl)thio)-5-chloro-3-(2-(trifluoromethoxy)ethyl)quinazolin-4(3H)-one